ClC=1C=C(C(=O)N2C(CC=CC2)(C)C)C=CN1 1-(2-chloroisonicotinoyl)-2,2-dimethyl-1,2,3,6-tetrahydropyridin